N(=NCC(C(=O)N)(C)C=CC)CC(C(=O)N)(C=CC)C azobis(2-methyl-2-propenylpropanamide)